N-(2-(2-(cyclopropanesulfonylamino)-5-methylthiazol-4-yl)propan-2-yl)-2-methyl-4-(6-(trifluoromethyl)pyrazin-2-yl)benzamide C1(CC1)S(=O)(=O)NC=1SC(=C(N1)C(C)(C)NC(C1=C(C=C(C=C1)C1=NC(=CN=C1)C(F)(F)F)C)=O)C